N=1C=NN2C1C=C(C=C2)OC2=C(C=C(C=C2)NC2=NC=NC1=C3C(=C(C=C21)OC2CC1CCC(C2)N1C(C=C)=O)OCC3)C 1-(Exo-3-((4-((4-([1,2,4]triazolo[1,5-a]pyridin-7-yloxy)-3-methylphenyl)amino)-8,9-dihydrofuro[2,3-h]quinazolin-6-yl)oxy)-8-azabicyclo[3.2.1]oct-8-yl)prop-2-ene-1-one